C(#N)[C@H](C)NC(C1=C(C=C(C=C1)C1=NC(=NC=C1)NC=1C=NN(C1)C1CC1)F)=O (S)-N-(1-cyanoethyl)-4-(2-((1-cyclopropyl-1H-pyrazol-4-yl)amino)pyrimidin-4-yl)-2-fluorobenzamide